bis(methylethylphosphinic acid) magnesium salt [Mg+2].CP([O-])(=O)CC.CP([O-])(=O)CC